3-CHLORO-5-FLUOROISONICOTINALDEHYDE ClC1=C(C=O)C(=CN=C1)F